C(=C)[Si](OC(C#C)(C)C)(OC(C#C)(C)C)OC(C#C)(C)C vinyl-tris(3-methyl-1-butyn-3-yloxy)silane